ClC1CNCC(N1C(=O)[O-])C1=NC(=NC2=C(C(=CC=C12)C1=C2C=NNC2=CC=C1C)OC1CC1)OC[C@H]1N(C[C@H](C1)F)C 6-chloro-8-cyclopropoxy-2-((((2S,4S)-4-fluoro-1-methylpyrrolidin-2-yl) methoxy)-7-(5-methyl-1H-indazol-4-yl)quinazolin-4-yl)piperazin-1-carboxylate